C(C)(C)(C)OC(=O)N1N=CC=2C1=NC=CC2 1H-pyrazolo[3,4-b]Pyridine-1-carboxylic acid tert-butyl ester